OCC(C)SCC(CSCC(CSC(CO)C)O)O bis[3-((1-hydroxy-propan-2-yl) thio)-2-hydroxypropyl] sulfide